(4-methoxybenzyl)carbamate COC1=CC=C(CNC([O-])=O)C=C1